The molecule is a tetrasaccharide consisting of three beta-D-galactopyranosyl residues and a D-glucopyranosyl residue joined in sequence by three (1->4) glycosidic bonds. It derives from a beta-D-Galp-(1->4)-beta-D-Galp-(1->4)-D-Glcp and a beta-(1->4)-galactotriose. C([C@@H]1[C@@H]([C@@H]([C@H]([C@@H](O1)O[C@H]2[C@H](O[C@H]([C@@H]([C@H]2O)O)O[C@H]3[C@H](O[C@H]([C@@H]([C@H]3O)O)O[C@@H]4[C@H](OC([C@@H]([C@H]4O)O)O)CO)CO)CO)O)O)O)O